8-({6'-[4-(methoxycarbonyl)benzamido]-[3,3'-bipyridazin]-6-yl}carbamoyl)naphthalene-1-carboxylic acid COC(=O)C1=CC=C(C(=O)NC2=CC=C(N=N2)C=2N=NC(=CC2)NC(=O)C=2C=CC=C3C=CC=C(C23)C(=O)O)C=C1